C(C1=CC=CC=C1)OC=1C=C2C(=NC1)N=C(N2C)C(=O)NC2(CCS(CC2)(=O)=O)C 6-(Benzyloxy)-1-methyl-N-(4-methyl-1,1-dioxidotetrahydro-2H-thiopyran-4-yl)-1H-imidazo[4,5-b]pyridine-2-carboxamide